dimethyl-ethyl-(1,2,2,6,6-pentamethyl-piperidine-4-yl)ammonium hydroxide [OH-].C[N+](C1CC(N(C(C1)(C)C)C)(C)C)(CC)C